C(C1C(C(=O)[O-])CCC=C1)(=O)OCCCCCCC(C)C monoisononyl tetrahydrophthalate